C1(=CC(=CC=C1)CC=1C(=O)NC(C1)=O)CC=1C(=O)NC(C1)=O m-xylylenedimaleimide